linoleyl margarate C(CCCCCCCCCCCCCCCC)(=O)OCCCCCCCC\C=C/C\C=C/CCCCC